Ethyl 6-bromo-2-fluoro-3-methoxy-benzoate BrC1=CC=C(C(=C1C(=O)OCC)F)OC